N-(pyridazin-4-yl)acetamide ethyl-6-methyl-4-oxo-2-(trifluoromethyl)-1H-pyrimidine-5-carboxylate C(C)OC(=O)C=1C(N=C(NC1C)C(F)(F)F)=O.N1=NC=C(C=C1)NC(C)=O